ClC1=CC=C(C=C1)C=1C=CC2=C(SC3=C2C=CC=C3)C1 3-(4-chlorophenyl)dibenzothiophene